FC=1C=C(C=C(C1OC)F)CNC1=NC=NC2=C1OC=1N=NC(=C(C12)C)C N-[(3,5-difluoro-4-methoxy-phenyl)methyl]-3,4-dimethyl-pyrimido[4',5':4,5]furo[2,3-c]pyridazin-8-amine